COC1=CC(=C(C=C1)O)CCC 4-Methoxy-2-[(E)-prop-1-yl]phenol